C(C)(C)(C)OOC(C)(C)C1=CC=CC=C1 t-butylcumyl peroxide